ClC=1C=C(NC2(CCC3(C(=CC4=CC=CC=C34)C=3SC=C(C3)C)CC2)C(=O)O)C=CC1 (1s,4s)-4-(3-chloroanilino)-2'-(4-methylthiophen-2-yl)spiro[cyclohexane-1,1'-indene]-4-carboxylic acid